C(C)(C)(C)N1C(C(CCC1=O)C1=C(C=C(C=C1F)N1CC2(CN(C2)C2CC(CCC2)C=2C=C3C(C=4N(C=5C=CC=C(C5C(N4)=O)Cl)C3=CC2)(C)C)CC1)F)=O tert-butyl-3-(4-(2-(3-(4-chloro-7,7-dimethyl-5-oxo-5,7-dihydroindolo[1,2-a]quinazolin-9-yl)cyclohexyl)-2,6-diazaspiro[3.4]octan-6-yl)-2,6-difluorophenyl)piperidine-2,6-dione